CC1(OCC([C@@H](O1)C(=O)N/C=C/C(=O)O)(C)C)C (R,E)-3-(2,2,5,5-Tetramethyl-1,3-dioxane-4-carboxamido)acrylic Acid